COC=1C=CC(=NC1)OC1=CC=C(C=C1)C1=NOC(=N1)CC(C(=O)O)=C 2-((3-(4-((5-methoxypyridin-2-yl)oxy)phenyl)-1,2,4-oxadiazol-5-yl)methyl)acrylic acid